ClC=1C=CC(=C(C1)C=1C=C(C=2OCCNC2N1)NC1=C(C=NC=C1)C(=O)NCCN(CC(=O)OC)C)F methyl 2-({2-[(4-{[6-(5-chloro-2-fluorophenyl)-2H,3H,4H-pyrido[3,2-b][1,4]oxazin-8-yl]amino}pyridin-3-yl)formamido]ethyl}(methyl)amino)acetate